(±)-(7R,8aS)-7-(4-(8-methylquinolin-7-yl)phenoxy)hexahydroindolizin-3(2H)-one CC=1C(=CC=C2C=CC=NC12)C1=CC=C(O[C@@H]2CCN3C(CC[C@H]3C2)=O)C=C1 |r|